NC1=NC=C(C(=C1C1=CC=C(C=C1)O)CC)C1=CC(=C(C=C1)F)C 4-[2-amino-4-ethyl-5-(4-fluoro-3-methyl-phenyl)-3-pyridinyl]phenol